N,7,7-trimethyl-2-(tri-fluoromethyl)-5,6,7,8-tetrahydroquinolin-5-amine CNC1C=2C=CC(=NC2CC(C1)(C)C)C(F)(F)F